CCC(CC)N Pentane-3-amine